(E)-3-(4-methoxyphenyl)-1-(4-(2-(2-phenyl-1H-indol-3-yl)acetyl)piperazin-1-yl)prop-2-en-1-one COC1=CC=C(C=C1)/C=C/C(=O)N1CCN(CC1)C(CC1=C(NC2=CC=CC=C12)C1=CC=CC=C1)=O